3-isopropyl-N-(piperidin-4-yl)-5-(tetrahydro-2H-pyran-4-yl)pyrazolo[1,5-a]pyrimidin-7-amine C(C)(C)C=1C=NN2C1N=C(C=C2NC2CCNCC2)C2CCOCC2